O1C(=NC=C1)N1CC2(C1)CN(C[C@H]2C(=O)O)C(=O)C2=CN=CS2 (S)-2-(oxazol-2-yl)-6-(thiazole-5-carbonyl)-2,6-diazaspiro[3.4]octane-8-carboxylic acid